3-(3-amino-3-methylbut-1-yn-1-yl)-5-methyl-1,5-dihydro-4H-pyrazolo[3,4-d]Pyrimidin-4-one NC(C#CC1=NNC=2N=CN(C(C21)=O)C)(C)C